1-amino-3-(4-(4-(1-(pentan-3-yl)-1H-pyrazol-4-yl)pyrazolo[1,5-a]pyrazin-6-yl)-1H-pyrazol-1-yl)propan-2-ol NCC(CN1N=CC(=C1)C=1N=C(C=2N(C1)N=CC2)C=2C=NN(C2)C(CC)CC)O